C(C)OC(=O)C1=CN=CN1C(C)C1=CC=C(C=C1)O 1-(1-(4-hydroxyphenyl)ethyl)-1H-imidazole-5-carboxylic acid ethyl ester